BrC1=CC=C(C(=N1)C(C(C)C)=O)NC(C(C)(C)C)=O N-(6-bromo-2-isobutyrylpyridin-3-yl)pivalamide